hexahydro-2H-furo[3,2-b]pyrrole-5-carboxamide O1CCC2NC(CC21)C(=O)N